C1CC12N[C@@H](CC2)CC=O 2-((S)-4-azaspiro[2.4]hept-5-yl)ethan-1-one